C1C(CC2=CC=CC=C12)NC1=NC=C(C=N1)C1=CC=C(C=C1)C(C(F)F)NC(=O)[C@@H]1CC2=C(NN=N2)CC1 (5S)-N-(1-(4-(2-((2,3-dihydro-1H-inden-2-yl)amino)pyrimidin-5-yl)phenyl)-2,2-difluoroethyl)-4,5,6,7-tetrahydro-1H-benzo[d][1,2,3]triazole-5-carboxamide